2-(4-fluorophenyl)-N-(2-(4-methylpiperazin-1-yl)ethyl)-5-(4-nitrophenyl)Oxazole-4-carboxamide FC1=CC=C(C=C1)C=1OC(=C(N1)C(=O)NCCN1CCN(CC1)C)C1=CC=C(C=C1)[N+](=O)[O-]